CN1C(C=CC(=C1)C=1N=NC(=CC1)NC1C[C@@H]2[C@@H](CN(C2)C([2H])([2H])C2CCOCC2)C1)=O 1-methyl-5-(6-(((3aR,5s,6aS)-2-((tetrahydro-2H-pyran-4-yl)methyl-d2)octahydrocyclopenta[c]pyrrol-5-yl)amino)pyridazin-3-yl)pyridin-2(1H)-one